(E)-4-(5-hydroxy-3-methoxy-2-(3-methylbut-2-en-1-yl)styryl)-2-methoxybenzoic acid OC=1C=C(C(=C(/C=C/C2=CC(=C(C(=O)O)C=C2)OC)C1)CC=C(C)C)OC